ClC=1C=NC(=C(C(=O)NC2CCC(CC2)CN2C(C(C3=CC=C(C=C23)F)(O)C2=C(C=CC=C2)F)=O)C1)C 5-chloro-N-((1r,4r)-4-((6-fluoro-3-(2-fluorophenyl)-3-hydroxy-2-oxoindolin-1-yl)methyl)cyclohexyl)-2-methylnicotinamide